2-methylacetoxyethyl acetoacetate C(CC(=O)C)(=O)OCCOC(CC)=O